(R or S)-3,3,3-trifluoro-2-hydroxy-2-(3-methoxyphenyl)propanoic acid FC([C@](C(=O)O)(C1=CC(=CC=C1)OC)O)(F)F |o1:2|